(1R,3R,4R)-2-(7-chloro-4-fluoro-1H-indole-2-carbonyl)-N-[(1S)-1-cyano-2-[(3S)-2-oxo-3-piperidyl]ethyl]-5,5-difluoro-2-azabicyclo[2.2.2]octane-3-carboxamide ClC=1C=CC(=C2C=C(NC12)C(=O)N1[C@H]2CC([C@@H]([C@@H]1C(=O)N[C@@H](C[C@H]1C(NCCC1)=O)C#N)CC2)(F)F)F